hydroxymethyl-pregna-1,4-dien-3-one OCCC[C@H]1CC[C@H]2[C@@H]3CCC4=CC(C=C[C@]4(C)[C@H]3CC[C@]12C)=O